(2R)-N-((R)-(3-chloro-4-fluorophenyl)(trans-4-(trifluoromethyl)cyclohexyl)methyl)-2-methyl-3-oxopiperazine-1-carboxamide ClC=1C=C(C=CC1F)[C@H](NC(=O)N1[C@@H](C(NCC1)=O)C)[C@@H]1CC[C@H](CC1)C(F)(F)F